[C@H]12OC[C@H](N(C1)C1=NC=3N(C=C1)N=CC3C=3N=NN(C3)C=3C(=NN(C3)C3CCC(CC3)CO)C(F)F)C2 ((1R,4r)-4-(4-(4-(5-((1R,4r)-2-oxa-5-azabicyclo[2.2.1]heptan-5-yl)pyrazolo[1,5-a]pyrimidin-3-yl)-1H-1,2,3-triazol-1-yl)-3-(difluoromethyl)-1H-pyrazol-1-yl)cyclohexyl)methanol